C(C)S(=O)(=O)N1CC(C1)COC1=C2C(=NC(=C1)C1=CNC3=CN=C(C=C31)NC(C)=O)C3(OCC2)COCC3 N-(3-(4'-((1-(ethylsulfonyl)azetidin-3-yl)methoxy)-4,5,5',6'-tetrahydro-2H-spiro[furan-3,8'-pyrano[3,4-b]pyridin]-2'-yl)-1H-pyrrolo[2,3-c]pyridin-5-yl)acetamide